2-((S)-1-amino-1,3-dihydrospiro[indene-2,4'-piperidine]-1'-yl)-5-(3-hydroxy-3-(3-methoxyphenyl)prop-1-yn-1-yl)-3-methylpyrimidin-4(3H)-one N[C@@H]1C2=CC=CC=C2CC12CCN(CC2)C2=NC=C(C(N2C)=O)C#CC(C2=CC(=CC=C2)OC)O